BrC=1C=CC=2C=3N(C(=NC2C1)NC=1C(N=CC=CC1)=O)N=C(N3)C3=CC=C(C=C3)OC (3R)-3-{[8-bromo-2-(4-methoxyphenyl)[1,2,4]triazolo[1,5-c]quinazolin-5-yl]amino}azepin-2-one